ClC1=NN(C=C1N(C(C(C)SC)=O)C)C=1C=NC=CC1 N-(3-chloro-1-(pyridin-3-yl)-1H-pyrazol-4-yl)-N-methyl-2-(methylthio)propionamide